methoxy-1-propanesulfonate COC(CC)S(=O)(=O)[O-]